OC(CC(=O)[O-])CCCCC 3-hydroxyoctanoat